[O-]O.CC1(CC(CC=C1)(C)C)C 1,1,3,3-tetramethylbenzene hydroperoxide